O[C@]1(CN(C[C@@H]1OC1=C(C=C(C(=C1)F)F)F)S(=O)(=O)C1=C(C#N)C=C(C=C1)C(F)(F)F)CO 2-(((3r,4s)-3-hydroxy-3-(hydroxymethyl)-4-(2,4,5-trifluorophenoxy)pyrrolidin-1-yl)sulfonyl)-5-(trifluoromethyl)benzonitrile